C(C)(C)(C)OC(=O)N1C(CCC1)CCC(=O)O 3-[1-[(tert-butoxy)carbonyl]pyrrolidin-2-yl]propionic acid